FC(CN1N=CC=2C1=NC(=CN2)N2CCC1(CN(CCO1)C1=NC(=CC=C1)C(F)(F)F)CC2)F 9-[1-(2,2-difluoroethyl)-1H-pyrazolo[3,4-b]pyrazin-6-yl]-4-[6-(trifluoromethyl)pyridin-2-yl]-1-oxa-4,9-diazaspiro[5.5]undecane